1-butyl-N-(4-chloro-3-fluorophenyl)-5-(2-chloro-5-(isobutyrylaminomethyl)benzoylamino)-1H-indole-2-carboxamide C(CCC)N1C(=CC2=CC(=CC=C12)NC(C1=C(C=CC(=C1)CNC(C(C)C)=O)Cl)=O)C(=O)NC1=CC(=C(C=C1)Cl)F